C1(=CCC(CC1)C(CO)=C)C p-mentha-1,8(10)-dien-9-ol